rac-(R*)-2-amino-3-(methylseleno)propanoic acid N[C@H](C(=O)O)C[Se]C |r|